2,5-bis(hydroxymethyl)-1,4-dioxane OCC1OCC(OC1)CO